F[P-](F)(F)(F)(F)F.C(CCC)[N+](CCCC)(CCCC)CCCC Tetrabutyl-ammonium hexafluorophosphate